2-[4-[(2-hydroxy-2-methyl-propyl)amino]pyrido[3,4-d]pyridazin-1-yl]-5-(trifluoromethoxy)phenol OC(CNC=1N=NC(=C2C1C=NC=C2)C2=C(C=C(C=C2)OC(F)(F)F)O)(C)C